OC1=NN2C(C=CC=C2)=C1C(=O)NC1=C(C(=C(C(=C1F)F)C1=CC(=CC=C1)OCCCO)F)F 2-Hydroxy-N-(2,3,5,6-tetrafluoro-3'-(3-hydroxypropoxy)-[1,1'-biphenyl]-4-yl)pyrazolo[1,5-a]pyridine-3-carboxamide